7-bromo-2-(2,2,2-trifluoroethyl)indazol-5-amine BrC1=CC(=CC2=CN(N=C12)CC(F)(F)F)N